FC(C(=O)O)(F)F.FC(C(=O)O)(F)F.N[C@@H](COC1=C(C=2C=C(C=NC2C=C1)F)C(=O)OCC1=CC=CC=C1)CC1=NC(=CC(=C1)OC)OC Benzyl (R)-6-(2-amino-3-(4,6-dimethoxypyridin-2-yl)propoxy)-3-fluoroquinoline-5-carboxylate bis(2,2,2-trifluoroacetate)